FC1=CC=C(C=C1)CCC1(OCCO1)CC=1OC(=NN1)C 2-({2-[2-(4-fluorophenyl)ethyl]-1,3-dioxolan-2-yl}methyl)-5-methyl-1,3,4-oxadiazole